NC=1N=C(SC1C(=O)C1=CC(=NO1)CNC1CCCC1)N(C1=CC=C(C=C1)F)C(C(=O)N)C (N-[4-amino-5-[3-[(cyclopentylamino)methyl]isoxazole-5-carbonyl]thiazol-2-yl]-4-fluoro-anilino)propanamide